N1-Boc-L-tryptophan C(=O)(OC(C)(C)C)N1C=C(C[C@H](N)C(=O)O)C2=CC=CC=C12